FC(C(=O)O)(F)F.CNC(=O)C1=CC2=C(N(C(=N2)C2=NC=CC=C2)[C@@H]2C[C@@H](CCC2)N)C=C1 N-methyl-2-(2-pyridyl)-1-[cis-3-aminocyclohexyl]benzimidazole-5-carboxamide trifluoroacetic acid salt